NC=1C(=NC(=C(N1)C=1OC=CN1)C=1C=CC=2N(C1)C(=CN2)C)C(=O)NCC2COCCC2 3-amino-6-(3-methylimidazo[1,2-a]pyridin-6-yl)-5-(oxazol-2-yl)-N-((tetrahydro-2H-pyran-3-yl)methyl)pyrazine-2-carboxamide